C(C)(=O)N1CC(C1)CO[C@]1(N(C(C2=CC(=CC=C12)C(C)(C)O)=O)CC1=NC=C(C=C1)Cl)C1=CC=C(C=C1)Cl (3R)-3-[(1-Acetylazetidin-3-yl)methoxy]-3-(4-chlorophenyl)-2-[(5-chloropyridin-2-yl)methyl]-6-(2-hydroxypropan-2-yl)-2,3-dihydro-1H-isoindol-1-one